O1CCCOC2=C1C=CC(=C2)S(=O)(=O)N2CCC(CC2)C(=O)NC=2C=C1C=CC=NC1=CC2 1-[(3,4-dihydro-2H-1,5-benzodioxepin-7-yl)sulfonyl]-N-6-quinolinyl-4-piperidinecarboxamide